3-chloro-4-cyanophenyl 3-[4-(2-aminothiazol-4-yl)-1H-1,2,3-triazol-1-yl]-2,3-dideoxy-1-thio-alpha-D-galactopyranoside NC=1SC=C(N1)C=1N=NN(C1)[C@@H]1C[C@@H](SC2=CC(=C(C=C2)C#N)Cl)O[C@@H]([C@@H]1O)CO